COC1=CC=C(C=C1)C(CNC(=O)C1=NC(=C(N=C1N)C(F)(F)F)Br)N1CCCC1 3-Amino-6-bromo-5-trifluoromethyl-pyrazine-2-carboxylic acid [2-(4-methoxy-phenyl)-2-pyrrolidin-1-yl-ethyl]-amide